6-chloro-N-[1-[2-[5-(difluoromethoxy)-2-pyridyl]-1,2,4-triazol-3-yl]ethyl]-N-methyl-8-(trifluoromethyl)quinazolin-4-amine ClC=1C=C2C(=NC=NC2=C(C1)C(F)(F)F)N(C)C(C)C=1N(N=CN1)C1=NC=C(C=C1)OC(F)F